((((2,2'-dimethyl-[1,1'-biphenyl]-3,3'-diyl)bis(oxy))bis(propane-3,1-diyl))bis(azanediyl))bis(2-methylbutane-2,3-diol) CC1=C(C=CC=C1OCCCNCC(C(C)O)(O)C)C1=C(C(=CC=C1)OCCCNCC(C(C)O)(O)C)C